1,2-bis-(ethoxycarbonyl)ethylidenetriphenylphosphine C(C)OC(=O)C(CC(=O)OCC)=P(C1=CC=CC=C1)(C1=CC=CC=C1)C1=CC=CC=C1